N1=C(C=CC=C1)C(=O)C1=NC=CC=C1 di-2-pyridylketone